2-chloro-N,6-dimethyl-pyrimidin-4-amine ClC1=NC(=CC(=N1)NC)C